5-[[4-[(2-hydroxy-3-phenyl-propionyl)amino]phenyl]sulfonylamino]thiazole-4-carboxylic acid OC(C(=O)NC1=CC=C(C=C1)S(=O)(=O)NC1=C(N=CS1)C(=O)O)CC1=CC=CC=C1